C(CCCC)C1=C(C(=O)O)C(=CC(=C1)O)O 2-pentyl-4,6-dihydroxybenzoic acid